N-[3-(2-aminoquinazolin-6-yl)-2,4-difluorophenyl]-2-chloro-5-methylbenzene-1-sulfonamide NC1=NC2=CC=C(C=C2C=N1)C=1C(=C(C=CC1F)NS(=O)(=O)C1=C(C=CC(=C1)C)Cl)F